FC1=C(C(=CC=C1[N+](=O)[O-])F)B(O)O 2,6-DIFLUORO-3-NITROPHENYLBORONIC ACID